N-(4-(tert-butyl)phenyl)-2-chlorobenzamide C(C)(C)(C)C1=CC=C(C=C1)NC(C1=C(C=CC=C1)Cl)=O